NC1(CCN(CC1)C=1C=C(C=2N(N1)C[C@H](N2)C)C(=O)N[C@H](C)C2=C(C(=CC=C2)C(F)F)F)C (R)-6-(4-amino-4-methylpiperidin-1-yl)-N-((R)-1-(3-(difluoromethyl)-2-fluorophenyl)ethyl)-2-methyl-2,3-dihydroimidazo[1,2-b]pyridazine-8-carboxamide